1-(8-hydroxy-5-methyl-3,4-dihydro-quinolin-1(2H)-yl)-2-methylpropan-1-one OC=1C=CC(=C2CCCN(C12)C(C(C)C)=O)C